N=1N(C=C2CCCCC12)C=1C=C2C(=CC=NC2=CC1)C(=O)OC(C)(C)C tert-Butyl 6-(4,5,6,7-tetrahydro-2H-indazol-2-yl)quinoline-4-carboxylate